o-nitrobenzyl phthalate C(C=1C(C(=O)[O-])=CC=CC1)(=O)OCC1=C(C=CC=C1)[N+](=O)[O-]